N[C@H]1CN(CCC1)C(=O)C1=CC2=C(N(C(=N2)C=2N(C3=CC=CC=C3C2)CC)C)C(=C1)C=1C=NC=CC1 (R)-(3-Aminopiperidin-1-yl)(2-(1-ethyl-1H-indol-2-yl)-1-methyl-7-(pyridin-3-yl)-1H-benzo[d]imidazol-5-yl)methanon